4-amino-2-(2-(dimethylamino)ethoxy)benzonitrile NC1=CC(=C(C#N)C=C1)OCCN(C)C